CC1=CC2=C(C(C(=CO2)S(=O)(=O)C2=CC=C(C=C2)Br)=O)C=C1 7-methyl-3-((4-bromophenyl)sulfonyl)-4H-benzopyran-4-one